C(C)[N+](CC)(CC)CC.CC1=CC=C(C=C1)S(=O)[O-] p-toluenesulfinic acid tetraethylammonium salt